(3-isopropyl-indenyl)zirconium C(C)(C)C1=CC(C2=CC=CC=C12)[Zr]